1-(5-bromopent-2-en-2-yl)-4-methoxybenzene BrCCC=C(C)C1=CC=C(C=C1)OC